C(C)(C)(C)OC(=O)N1CCC(CC1)(CO)O 4-Hydroxy-4-(hydroxymethyl)piperidine-1-carboxylic acid tert-butyl ester